5-chloro-3-((4-(1,1-difluoroethyl)-1-((2,4-dimethyl-6-oxo-1,6-dihydropyrimidin-5-yl)methyl)-6-oxo-1,6-dihydropyrimidin-5-yl)oxy)-2-methylbenzonitrile ClC=1C=C(C(=C(C#N)C1)C)OC1=C(N=CN(C1=O)CC1=C(N=C(NC1=O)C)C)C(C)(F)F